O=C1NC(CCC1N1C(C2=CC=C(C=C2C1=O)CN1CCN(CC1)C1=CC=C(C=C1)[C@@H]1[C@@H](COC2=CC(=CC=C12)O)C1=CC=CC=C1)=O)=O 2-(2,6-dioxopiperidin-3-yl)-5-((4-(4-((3R,4S)-7-hydroxy-3-phenylchroman-4-yl)phenyl)piperazin-1-yl)methyl)isoindoline-1,3-dione